tert-butyl N-cyclopropyl-N-[(3R)-pyrrolidin-3-yl]carbamate C1(CC1)N(C(OC(C)(C)C)=O)[C@H]1CNCC1